BrC1=CC=C(C=C1)CCNC(=O)C=1N=C(SC1)C#C N-(4-bromophenyl-ethyl)-2-ethynyl-thiazole-4-carboxamide